((2S,4R)-4-fluoropyrrolidine-2-carboxamido)picolinic acid methyl ester hydrochloride Cl.COC(C1=NC=CC=C1NC(=O)[C@H]1NC[C@@H](C1)F)=O